C(C)OC1=CC(=C(C=C1)C1=CN=CC(=N1)C(=O)NOCC1=C(C=CC(=C1)OC)F)O 6-(4-ethoxy-2-hydroxyphenyl)-N-((2-fluoro-5-methoxybenzyl)oxy)pyrazine-2-carboxamide